diethylene glycol monoethyl ether acetate (2-(2-ethoxyethoxy)ETHYL-ACETATE) C(C)OCCOCCCC(=O)O.C(C)(=O)OCCOCCOCC